24-(3,5-difluorophenyl)-11-methyl-2,6,11,22,27-pentaazapentacyclo[16.6.2.22,5.113,17.021,25]nonacosa-1(24),13(27),14,16,18(26),19,21(25),22-octaen-12-one FC=1C=C(C=C(C1)F)C=1C=NC=2C=CC=3C4=CC=CC(C(N(CCCCNC5CCN(C1C2C3)CC5)C)=O)=N4